C(C)(=O)NC=1C=C(C(=C2CCC(C(C12)=O)C(=O)NCCO[Si](C)(C)C(C)(C)C)C)F 8-Acetamido-N-(2-((tert-butyldimethylsilyl)oxy)ethyl)-6-fluoro-5-methyl-1-oxo-1,2,3,4-tetrahydronaphthalene-2-carboxamide